methyl 2-((5-chloro-2-(1H-imidazol-1-yl) phenyl) amino)-2-oxoacetate ClC=1C=CC(=C(C1)NC(C(=O)OC)=O)N1C=NC=C1